tert-butyl (4R)-2-(4-(2,4-difluoro-6-(2-methoxyethoxy)phenyl)-2-fluoro-7-methoxythieno[2,3-c]pyridin-5-yl)-4-methyl-6,7-dihydropyrazolo[1,5-a]pyrazine-5(4H)-carboxylate FC1=C(C(=CC(=C1)F)OCCOC)C1=C2C(=C(N=C1C1=NN3C([C@H](N(CC3)C(=O)OC(C)(C)C)C)=C1)OC)SC(=C2)F